C(C)C=1OC=2CCCC(C2C(C1)CC)=O 2,4-diethyl-4,6,7,8-tetrahydro-5H-chromen-5-one